ClC=1C(N(C(=CC1OC([2H])([2H])C1=NC=C(C=C1F)F)C)C1=CC(=NC=C1C)N1N=C(C(=C1)F)C1(CCC1)NC(C)=O)=C=O (S)-N-(1-(1-(3-chloro-4-((3,5-difluoropyridin-2-yl)methoxy-d2)-5',6-dimethyl-2-carbonyl-2H-[1,4'-bipyridyl]-2'-yl)-4-fluoro-1H-pyrazol-3-yl)cyclobutyl)acetamide